CCCCCC/C=C\CCCCCCCC(=O)O[C@H](COC(=O)CCC/C=C\C/C=C\C/C=C\C/C=C\C/C=C\CC)COP(=O)([O-])OCC[N+](C)(C)C 1-(5Z,8Z,11Z,14Z,17Z-eicosapentaenoyl)-2-(9Z-hexadecenoyl)-glycero-3-phosphocholine